4-[4-(4-aminophenoxy)-4-methylpiperidin-1-yl]-1-methyl-2-oxo-1,2-dihydroquinoline-3-carbonitrile NC1=CC=C(OC2(CCN(CC2)C2=C(C(N(C3=CC=CC=C23)C)=O)C#N)C)C=C1